BrC1=C(C2=C(N1)C=C(S2)C(=O)N2CCN(CC2)C(=O)OC(C)(C)C)C(C)C tert-butyl 4-(5-bromo-6-isopropyl-4H-thieno[3,2-b]pyrrole-2-carbonyl)piperazine-1-carboxylate